4-[(2-cyclopropylethyl)[(1r,4r)-4-[(2-methoxyethyl)(methyl)amino]cyclohexyl]amino]-1-oxo-3H-isoindol-2-ylpiperidine-2,6-dione C1(CC1)CCN(C1=C2CN(C(C2=CC=C1)=O)N1C(CCCC1=O)=O)C1CCC(CC1)N(C)CCOC